N-(4-fluoro-5-(((2S,4R)-4-((5-((2-methoxyethyl)(methyl)amino)pyridin-2-yl)oxy)-2-methylpyrrolidin-1-yl)methyl)thiazol-2-yl)acetamide FC=1N=C(SC1CN1[C@H](C[C@H](C1)OC1=NC=C(C=C1)N(C)CCOC)C)NC(C)=O